1-(3-(4-amino-3-(4-phenoxyphenyl)-1H-pyrazolo[3,4-d]pyrimidin-1-yl)piperidin-1-yl)-3-(4-(trifluoromethyl)phenyl)prop-2-en-1-one NC1=C2C(=NC=N1)N(N=C2C2=CC=C(C=C2)OC2=CC=CC=C2)C2CN(CCC2)C(C=CC2=CC=C(C=C2)C(F)(F)F)=O